ClC=1C=C(C=CC1)C(C(=O)N1[C@@H]2CC([C@H]([C@H]1C(=O)N[C@H](C[C@H]1C(NCC1)=O)C(CF)=O)CC2)(F)F)(F)F (1S,3S,4S)-2-(2-(3-chlorophenyl)-2,2-difluoroacetyl)-5,5-difluoro-N-((R)-4-fluoro-3-oxo-1-((S)-2-oxopyrrolidin-3-yl)butan-2-yl)-2-azabicyclo[2.2.2]octane-3-carboxamide